NC1=NC(=NC=2N1N=C(N2)C=2OC=CC2)N2C[C@@H](CCC2)CN2CCN(CC2)C=2SC(=CN2)C(=O)OC Methyl (S)-2-(4-((1-(7-amino-2-(furan-2-yl)-[1,2,4]triazolo[1,5-a][1,3,5]triazin-5-yl)piperidin-3-yl)methyl)piperazin-1-yl)thiazole-5-carboxylate